OCCCCN(CCOC(=O)OC(C(=O)OCCCCCCCC(OC(CCCCCC)CCCCCCCC)=O)CCC(=O)OCCCCCCCC(OC(CCCCCC)CCCCCCCC)=O)C bis(8-oxo-8-(pentadecan-7-yloxy)octyl) 2-(((2-((4-hydroxybutyl)-(methyl)amino)ethoxy)-carbonyl)oxy)pentanedioate